Cl.NC=1C(=NC(=CN1)C=1C=NN(C1)C1CCNCC1)C(=O)O[C@@H](C(=O)NC1=C(C=CC=C1)F)C1=CC=CC=C1 (R)-2-((2-fluorophenyl)amino)-2-oxo-1-phenylethyl 3-amino-6-(1-(piperidin-4-yl)-1H-pyrazol-4-yl)pyrazine-2-carboxylate hydrochloride